FC(F)(F)C1=NC=CC=N1 trifluoromethyl-pyrimidin